1,3-diisocyanatooctyl-4-methylcyclohexane N(=C=O)C(CC(CCCCC)N=C=O)C1CCC(CC1)C